O1C(C1)=COCC(COC=C1OC1)O 1,3-bis(oxiranyl-2-ylmethoxy)propan-2-ol